CC1=NC=C(C=C1)[N+](=O)[O-] methyl-5-nitropyridin